[Si](C)(C)(C(C)(C)C)OCC1=CC(=NC=C1)C1=CN=C2N1N=C(C=C2)NC2(CC2)C2=C(C=CC(=C2)F)OCC2=CC=C(C=C2)OC 3-(4-(((tert-butyldimethylsilyl)oxy)methyl)pyridin-2-yl)-N-(1-(5-fluoro-2-((4-methoxybenzyl)oxy)phenyl)cyclopropyl)imidazo[1,2-b]pyridazin-6-amine